C1(CC1)S(=O)(=O)NC1=CC(=NC=C1)[C@@H](CCN1CCOCC1)NC(=O)C=1SC(=CN1)C1=NC(=CN=C1)OCC (R)-N-(1-(4-(cyclopropanesulfonamido)pyridin-2-yl)-3-morpholinopropyl)-5-(6-ethoxypyrazin-2-yl)thiazole-2-carboxamide